4-((4-(2-(Bis(3,4-dimethoxybenzyl)amino)ethyl)phenyl)carbamoyl)-3-(4-oxo-4H-chromene-2-carboxamido)benzoic acid COC=1C=C(CN(CCC2=CC=C(C=C2)NC(=O)C2=C(C=C(C(=O)O)C=C2)NC(=O)C=2OC3=CC=CC=C3C(C2)=O)CC2=CC(=C(C=C2)OC)OC)C=CC1OC